7-isopropoxyimidazo[1,2-a]pyrimidine-6-carboxamide C(C)(C)OC1=NC=2N(C=C1C(=O)N)C=CN2